ClC1=C(C(=CC=C1)[N+](=O)[O-])N(C)C (2-chloro-6-nitro-phenyl)-dimethyl-amine